1-(3-amino-4-methylphenyl)-9-(4-(dimethylamino)piperidin-1-yl)benzo[h][1,6]naphthyridin-2(1H)-one NC=1C=C(C=CC1C)N1C(C=CC2=CN=C3C(=C12)C=C(C=C3)N3CCC(CC3)N(C)C)=O